FC(C1=CC=C(C=C1)CCC1=NOC(=C1)C(=O)O)(F)F 3-[2-[4-(trifluoromethyl)phenyl]ethyl]-1,2-oxazole-5-carboxylic acid